2'-deoxycytidine-3'-phosphorodithioate P(O)(=S)(S)O[C@H]1C[C@@H](O[C@@H]1CO)N1C(=O)N=C(N)C=C1